N[C@H]1CN(CCC1)C=1C=2N(C=CN1)C(=C(N2)C2=CC(=C(C#N)C=C2)F)C=2C=C1C=NN(C1=CC2F)CC(C)(C)O (R)-4-(8-(3-aminopiperidin-1-yl)-3-(6-fluoro-1-(2-hydroxy-2-methylpropyl)-1H-indazol-5-yl)imidazo[1,2-a]pyrazin-2-yl)-2-fluorobenzonitrile